O1C2=CC=C1C(=O)OCCOC(=O)C1=CC=C2O1 ethylene 2,2'-bifuran-5,5'-dicarboxylate